1-(4-Bromo-3-fluorophenyl)cyclopropane-1-carbaldehyde BrC1=C(C=C(C=C1)C1(CC1)C=O)F